2-(4-acetylphenyl)-7,7-dimethyl-1,3-dioxo-2,3,5,12b-tetrahydro-1H,7H-chromeno[4,3-c][1,2,4]triazolo[1,2-a]pyridazin-10-ylpyrrolidine-1-carboxylate C(C)(=O)C1=CC=C(C=C1)N1C(N2N(CC=C3C2C=2C=CC(=CC2OC3(C)C)OC(=O)N3CCCC3)C1=O)=O